N-(3-cyanophenyl)-2-iodobenzamide C(#N)C=1C=C(C=CC1)NC(C1=C(C=CC=C1)I)=O